C(C)OC1=NC=CC=C1C1=CC(=C2C(=N1)C=NN2CC)N[C@H]2COCC2 (R)-5-(2-ethoxy-3-pyridinyl)-1-ethyl-N-[tetrahydrofuran-3-yl]pyrazolo[4,3-b]pyridin-7-amine